C(C)(C)(C)C1=NC(=NO1)C(=O)NCC1=C(C=C(C=C1)C1=NC=NC=C1OCCNC)C 5-(tert-butyl)-N-(2-methyl-4-(5-(2-(methylamino)-ethoxy)pyrimidin-4-yl)benzyl)1,2,4-oxadiazole-3-carboxamide